FC1=CC(=C(C=C1[N+](=O)[O-])NC1=NC=CC(=N1)N1N=C(C(=C1)C=O)C1=CC=CC=C1)OC 1-(2-(4-fluoro-2-methoxy-5-nitrophenylamino)pyrimidin-4-yl)-3-phenyl-1H-pyrazole-4-carbaldehyde